(R)-2-hydroxy-1-(2-methyl-4-(2-(4-(2-(trifluoromethyl)benzoyl)-1H-pyrrol-2-yl)-1H-imidazo[4,5-c]pyridin-6-yl)piperazin-1-yl)ethanone OCC(=O)N1[C@@H](CN(CC1)C1=CC2=C(C=N1)N=C(N2)C=2NC=C(C2)C(C2=C(C=CC=C2)C(F)(F)F)=O)C